(4-(trifluoromethoxy)phenyl)cyclopropane-1-carbonitrile FC(OC1=CC=C(C=C1)C1(CC1)C#N)(F)F